OC1[C@H](OC(C2=C(C(=CC=C12)C(=O)N[C@H](C(=O)O)CC1=CC=CC=C1)O)=O)C (2S)-2-[[(3R)-4,8-dihydroxy-3-methyl-1-oxo-3,4-dihydroisochromene-7-carbonyl]amino]-3-phenylpropanoic acid